NCCCC(=O)Cl gamma-aminobutyric acid chloride